6-chloro-1,3-diphenyldibenzo[b,d]furan ClC1=CC=CC=2C3=C(OC21)C=C(C=C3C3=CC=CC=C3)C3=CC=CC=C3